FC=1C=C(C=C(C1)F)S(=O)(=O)C=1C=C2C(=NNC2=CC1)\C=C\C1=CC=CC=C1 (E)-5-((3,5-difluorophenyl)sulfonyl)-3-styryl-1H-indazole